2-chloro-6-methoxynicotinic acid methylester COC(C1=C(N=C(C=C1)OC)Cl)=O